C(CC1=CC=CC=C1)[SiH](C1=CC=CC=C1)C1=CC=CC=C1 phenethyl-diphenylsilane